ClC=1C=C(C=C(C1)Cl)S(=O)(=O)NC1=CC=C(C=C1)S(NC1=CC=C(C=C1)OC(F)(F)F)(=O)=O 3,5-dichloro-N-(4-(N-(4-trifluoromethoxyphenyl)sulfamoyl)phenyl)benzenesulfonamide